C1(CCC(CC1)C(C)(C)O)C p-menthan-8-ol